FC(C(=O)O)(F)F.N1CC(C1)N1CCN(CC1)C1=CC=CC=2N(C(N(C21)C)=O)C2C(NC(CC2)=O)=O 3-(4-(4-(azetidin-3-yl)piperazin-1-yl)-3-methyl-2-oxo-2,3-dihydro-1H-benzo[d]imidazol-1-yl)piperidine-2,6-dione trifluoroacetate